OCCC(C(=O)O)CCCC 2-hydroxyethylhexanoic acid